CN(C1CCN(CC1)C=1C=C(C=2N(C(C=C(N2)C2=CC(=C(C=C2)OC)F)=O)C1)C)C 7-[4-(dimethylamino)piperidin-1-yl]-2-(3-fluoro-4-methoxyphenyl)-9-methyl-4H-pyrido[1,2-a]pyrimidin-4-one